[Pt](SC#N)SC#N platinum (II) thiocyanate